N1[C@@H](CCC1=O)C(=O)O |o1:1| (S) or (R)-pyroglutamic acid